tert-Butyl 3-(5-formylfuran-2-carboxamido)azetidine-1-carboxylate C(=O)C1=CC=C(O1)C(=O)NC1CN(C1)C(=O)OC(C)(C)C